N-(4-amino-6-(trifluoromethoxy)pyridin-3-yl)-3-((4-(pyridazin-3-yl)phenyl)amino)benzamide NC1=C(C=NC(=C1)OC(F)(F)F)NC(C1=CC(=CC=C1)NC1=CC=C(C=C1)C=1N=NC=CC1)=O